1-[8-(tert-butylamino)-3-(trifluoromethyl)-1,2,3,4-tetrahydro-1,7-naphthyridin-6-yl]pentan-1-one C(C)(C)(C)NC=1N=C(C=C2CC(CNC12)C(F)(F)F)C(CCCC)=O